4-ethynylpiperidine hydrochloride salt Cl.C(#C)C1CCNCC1